5-(4-((2-(3-ethylureido)oxazol-5-yl)methyl)piperazin-1-yl)-N-methyl-6-(trifluoromethyl)picolinamide C(C)NC(NC=1OC(=CN1)CN1CCN(CC1)C=1C=CC(=NC1C(F)(F)F)C(=O)NC)=O